BrC=1C=C(C=CC1F)N1N=CC(=C1)C(C(=O)OC)C methyl 2-(1-(3-bromo-4-fluorophenyl)-1H-pyrazol-4-yl)propanoate